1-(4,4,5,5-tetramethyl-1,3,2-dioxaborolan-2-yl)spiro[2.3]hexane-5-carboxylic acid methyl ester COC(=O)C1CC2(CC2B2OC(C(O2)(C)C)(C)C)C1